1,6,7,12-tetrabutoxy-2,5,8,11-tetrabromoperylene C(CCC)OC1=C(C=C2C=C(C(=C3C4=C(C(=CC5=CC(=C(C(C1=C23)=C45)OCCCC)Br)Br)OCCCC)OCCCC)Br)Br